FC(C(=O)O)(F)F.CC=1N=C(NC1C)C1=NC=CC(=C1)C=1C=NC=C(C1)C(=O)N1CCN(CC1)C(C)=O 1-(4-(2'-(4,5-Dimethyl-1H-imidazol-2-yl)-3,4'-bipyridine-5-carbonyl)piperazin-1-yl)ethanone trifluoroacetate salt